COC1=C(C=CC=C1)NS(=O)(=O)C1=CC=C(C=C1)CNC(=O)C1=CC=2C=NC=CC2N1 N-({4-[(2-methoxyphenyl)sulfamoyl]phenyl}methyl)-1H-pyrrolo[3,2-c]pyridine-2-carboxamide